Tert-butyl (R)-3-(acetylthio)piperidine-1-carboxylate C(C)(=O)S[C@H]1CN(CCC1)C(=O)OC(C)(C)C